4-((1H-indazol-5-yl)amino)-2-(3,8-diazabicyclo[3.2.1]oct-8-yl)-6-methylpyrimidine-5-carbonitrile N1N=CC2=CC(=CC=C12)NC1=NC(=NC(=C1C#N)C)N1C2CNCC1CC2